[1-[6-[4-(4-azaspiro[2.5]octane-4-carbonylamino)-1H-pyrazol-3-yl]-1-(2-fluoro-2-methyl-propyl)pyrazolo[4,3-c]pyridin-3-yl]azetidin-3-yl]-methyl-carbamic acid C1CC12N(CCCC2)C(=O)NC=2C(=NNC2)C2=CC1=C(C=N2)C(=NN1CC(C)(C)F)N1CC(C1)N(C(O)=O)C